C1(CCC(=O)ON2CCN(O1)OC(CCC(=O)O2)=O)=O.[Na] sodium ethylenediamine disuccinate